nitrogen aniline NC1=CC=CC=C1.[N]